2-(4-Methyl-3-oxopiperazin-1-yl)-N-((2-methyl-7-(trifluoromethyl)-10H-phenoxazin-3-yl)methyl)acetamide CN1C(CN(CC1)CC(=O)NCC=1C(=CC=2NC3=CC=C(C=C3OC2C1)C(F)(F)F)C)=O